C(CCCCCCCCCCCCCCCCCCCCCCCCCCC)NC(COCC(=O)N)=O N'-octacosyl-3-oxaglutaramide